C1(=CC=CC=C1)COC(=O)N1CCC(CC1)C(NO)=N 4-(N-Hydroxycarbamimidoyl)-piperidine-1-carboxylic acid phenylmethyl ester